Cl.N[C@](C(=O)OC)(CO)C Methyl (S)-2-amino-3-hydroxy-2-methylpropanoate hydrochloride